C1(CC1)[C@H](C)N1C(C2=C(C=C(C=C2C1)C1=C(N=C(S1)NC(C)=O)C)SC(C)C)=O (S)-N-(5-(2-(1-cyclopropylethyl)-7-(isopropylsulfanyl)-1-oxoisoindolin-5-yl)-4-methylthiazol-2-yl)acetamide